(4-(6-(6-((5-Fluoro-6-methoxypyridin-3-yl)methyl)-3,6-diazabicyclo[3.1.1]heptan-3-yl)pyridin-3-yl)-6-(2-hydroxy-2-methylpropoxy)pyrazolo[1,5-a]pyridin-3-yl)dimethylphosphine oxide FC=1C=C(C=NC1OC)CN1C2CN(CC1C2)C2=CC=C(C=N2)C=2C=1N(C=C(C2)OCC(C)(C)O)N=CC1P(C)(C)=O